2-methoxy-3-(1-(2-methoxyethyl)-1H-1,2,4-triazol-3-yl)aniline COC1=C(N)C=CC=C1C1=NN(C=N1)CCOC